FC=1C(=C(C=CC1F)C(=O)N1CC(C1)(O)CNC1=C(C=CC=C1)O)NC1=C(C=C(C=C1)I)F 1-({3,4-difluoro-2-[(2-fluoro-4-iodophenyl)amino]phenyl}carbonyl)-3-{[(2-hydroxyphenyl)amino]methyl}azetidin-3-ol